C(C)(=O)N1C[C@@H]2N(C([C@H](CC1)N)=O)[C@@H](CC2)C(=O)N2CC(C(C2)C2=CC=CC=C2)C#N 1-((5s,8s,10ar)-2-acetyl-5-amino-6-oxo-decahydropyrrolo[1,2-a][1,4]diazocine-8-carbonyl)-4-phenylpyrrolidine-3-carbonitrile